2-(2-((5-amino-6-fluorobenzo[d]oxazol-2-yl)amino)-4-(2-chloro-4-methoxyphenyl)-6-methyl-1,4-dihydropyrimidine-5-carboxamido)isonicotinic acid NC=1C(=CC2=C(N=C(O2)NC=2NC(=C(C(N2)C2=C(C=C(C=C2)OC)Cl)C(=O)NC=2C=C(C(=O)O)C=CN2)C)C1)F